C(C)N(CCC)CCC1=CNC2=C(C=C(C=C12)OC)C N-ethyl-N-(2-(5-methoxy-7-methyl-1H-indol-3-yl)ethyl)propan-1-amine